FC=1C=C(C=CC1C1=CNC=2N=C(N=C(C21)OCCOC)NC2=CC=C(C=C2)CN2CCN(CC2)C)O 3-fluoro-4-(4-(2-methoxyethoxy)-2-((4-((4-methylpiperazin-1-yl)methyl)phenyl)amino)-7H-pyrrolo[2,3-d]pyrimidin-5-yl)phenol